(1R,3R,4R)-N-[(1S)-1-cyano-2-[(3S)-2-oxo-3-piperidyl]ethyl]-2-[(2R)-3,3-dimethyl-2-[(2,2,2-trifluoroacetyl)amino]butanoyl]-5,5-difluoro-2-azabicyclo[2.2.2]octane-3-carboxamide C(#N)[C@H](C[C@H]1C(NCCC1)=O)NC(=O)[C@@H]1N([C@H]2CC([C@@H]1CC2)(F)F)C([C@@H](C(C)(C)C)NC(C(F)(F)F)=O)=O